FC(S(=O)(=O)[O-])(F)F.[Lu+3].FC(S(=O)(=O)[O-])(F)F.FC(S(=O)(=O)[O-])(F)F Lutetium(III) trifluoromethanesulfonate